tert-butyl 2-(1-((1-(2-(2,6-dioxopiperidin-3-yl)-1,3-dioxoisoindolin-5-yl)piperidin-4-yl)methyl)piperidin-4-yl)acetate O=C1NC(CCC1N1C(C2=CC=C(C=C2C1=O)N1CCC(CC1)CN1CCC(CC1)CC(=O)OC(C)(C)C)=O)=O